CC(C)(CC(=O)O)O The molecule is a 3-hydroxy monocarboxylic acid that is isovaleric acid substituted at position 3 by a hydroxy group. Used as indicator of biotin deficiency. It has a role as a human metabolite. It derives from a butyric acid and an isovaleric acid. It is a conjugate acid of a 3-hydroxyisovalerate.